C(C)(C)(C)OC(=O)N1CC(C1)N1CC2=CN=CC=C2CC1 3-(3,4-dihydro-2,7-naphthyridin-2(1H)-yl)azetidine-1-carboxylic acid tert-butyl ester